tert-butyl (3R,8aS)-3-(hydroxymethyl)hexahydropyrrolo[1,2-a]pyrazine-2(1H)-carboxylate OC[C@@H]1N(C[C@H]2N(C1)CCC2)C(=O)OC(C)(C)C